bromotriphenyl-phosphorane BrP(C1=CC=CC=C1)(C1=CC=CC=C1)C1=CC=CC=C1